C(C)(=O)NC(C(=O)N)C acetamido-propionamide